C(C1=CC=CC=C1)[C@H](NC([C@@H](NC([C@@H](NC(OCC1C2=CC=CC=C2C=2C=CC=CC12)=O)CC(C)C)=O)CCC(C=[N+]=[N-])=O)=O)C(NCCOCCOCCOCCOCCC(=O)O)=O (5S,8S,11S)-11-Benzyl-8-(4-diazo-3-oxobutyl)-1-(9H-fluoren-9-yl)-5-isobutyl-3,6,9,12-tetraoxo-2,16,19,22,25-pentaoxa-4,7,10,13-tetraazaoctacosan-28-oic acid